(2-((R)-4-Cyanothiazolidin-3-yl)-2-oxoethyl)-6-((1R,3R)-1-fluoro-3-methoxycyclobutyl)quinoline-4-carboxamide C(#N)[C@H]1N(CSC1)C(CC1=NC2=CC=C(C=C2C(=C1)C(=O)N)C1(CC(C1)OC)F)=O